2-(1,2,3,4-tetrahydroquinolin-5-yl)thiazole N1CCCC2=C(C=CC=C12)C=1SC=CN1